4-(4,6-dichloro-1,3,5-triazin-2-yl)-6-methyl-1,4-oxazepane ClC1=NC(=NC(=N1)Cl)N1CCOCC(C1)C